P(=O)(OC[N+]1=C(C(=CC=C1)C1=CC(=NO1)CC=1C=NC(=CC1)OC1=C(C=C(C=C1)F)F)N)(O)[O-] (2-amino-3-(3-((6-(2,4-difluorophenoxy)pyridin-3-yl)methyl)isoxazol-5-yl)pyridin-1-ium-1-yl)methyl hydrogen phosphate